ClC1=CC=C2C(=NN(C2=C1)C=1C=NC=CC1)C(C)N1N=C(C=2C1=NC=NC2N)C2=CC(=C(C=C2)OC)OC (1-(6-chloro-1-(pyridin-3-yl)-1H-indazol-3-yl)ethyl)-3-(3,4-dimethoxyphenyl)-1H-pyrazolo[3,4-d]pyrimidin-4-amine